(2E,6E)-2-[(4-azidophenyl)methylidene]-4-methyl-6-[(4-methylphenyl)methylidene]cyclohexan-1-one N(=[N+]=[N-])C1=CC=C(C=C1)\C=C/1\C(/C(/CC(C1)C)=C/C1=CC=C(C=C1)C)=O